N-(3-(4-(1,1-dioxotetrahydro-2H-thiopyran-4-yl)-6-(2-methyl-2H-1,2,3-triazol-4-yl)pyridin-2-yl)-1-methyl-1H-pyrrolo[2,3-c]pyridin-5-yl)acetamide O=S1(CCC(CC1)C1=CC(=NC(=C1)C1=NN(N=C1)C)C1=CN(C2=CN=C(C=C21)NC(C)=O)C)=O